CN([C@H]1[C@@H](CCC1)OC1=NC=C(N=C1)C1=NC=CC=C1)C (1R,2R)-N,N-dimethyl-2-((5-(pyridin-2-yl)pyrazin-2-yl)oxy)cyclopentan-1-amine